N1C=C(C2=CC=CC=C12)CCC1N(CCC2=CC(=C(C=C12)OC)OC)S(=O)(=O)C 1-(2-(1H-indol-3-yl)ethyl)-6,7-dimethoxy-2-(methylsulfonyl)-1,2,3,4-tetrahydroisoquinoline